C(C)N(CCCN1C(=CN2C1SC1=C2C=CC=C1)C1=CC=C(C=C1)OC)CC N-(3-(diethylamino)propyl)-2-(4-methoxyphenyl)benzo[d]imidazo[2,1-b]thiazole